FC1=C(CN2C(C=3NN=C(C3C2)NC(C2=CC(=CC=C2)N2CCOCC2)=O)(C)C)C=CC=C1F N-[5-(2,3-difluorobenzyl)-6,6-dimethyl-1,4,5,6-tetrahydropyrrolo[3,4-c]pyrazol-3-yl]-3-morpholinylbenzamide